3-acetyl-7-((4-(2-methyl-2H-indazol-5-yl)pyrimidin-2-yl)amino)-4-morpholino-2H-benzopyran-2-one C(C)(=O)C=1C(OC2=C(C1N1CCOCC1)C=CC(=C2)NC2=NC=CC(=N2)C2=CC1=CN(N=C1C=C2)C)=O